FC1(N(CCC=C1C1=NSN=C1OCCCCCC)C)F 3-(2,2-difluoro-1-methyl-1,2,5,6-tetrahydropyridin-3-yl)-4-(hexyloxy)-1,2,5-thiadiazole